COCCON(C1=NC(=NC(=N1)NCCC)NCC#C)C O-(2-Methoxy-ethyl)-N-methyl-N-(4-n-propylamino-6-prop-2-ynylamino-[1,3,5]triazin-2-yl)-hydroxylamine